ClC=1C=NC(=NC1)NC1CCN(CC1)S(=O)(=O)C=1C=C(CN2CCN(CC2)C2=CC=C3C(=NN(C3=C2)C)N2C(NC(CC2)=O)=O)C=CC1 1-(6-(4-(3-((4-((5-chloropyrimidin-2-yl)amino)piperidin-1-yl)sulfonyl)benzyl)-piperazin-1-yl)-1-methyl-1H-indazol-3-yl)dihydropyrimidine-2,4(1H,3H)-dione